methyl (1R,3S)-1-(3-chloro-4-(trifluoromethyl)benzyl)-3-(methylsulfonamido)cyclopentane-1-carboxylate ClC=1C=C(C[C@]2(C[C@H](CC2)NS(=O)(=O)C)C(=O)OC)C=CC1C(F)(F)F